(9Z)-tetradecen-1-al C(C=CCCCCCCCCCCC)=O